7-Chloro-8-(2-methylpyridin-4-yl)imidazo[1,2-c]pyrimidin-5-amine ClC1=C(C=2N(C(=N1)N)C=CN2)C2=CC(=NC=C2)C